(R)-1'-((7-ethyl-6-carbonyl-5,6-dihydro-1,5-naphthyridin-3-yl)methyl)-N-(tetrahydrofuran-3-yl)-1',2',3',6'-tetrahydro-[3,4'-bipyridine]-6-carboxamide C(C)C=1C(NC=2C=C(C=NC2C1)CN1CCC(=CC1)C=1C=NC(=CC1)C(=O)N[C@H]1COCC1)=C=O